isopropyl (2R,3S)-3-(ethylsulfonamido)-2-(((6-(5-fluoropyrimidin-2-yl)bicyclo[4.1.0]heptan-3-yl)oxy)methyl)piperidine-1-carboxylate C(C)S(=O)(=O)N[C@@H]1[C@@H](N(CCC1)C(=O)OC(C)C)COC1CC2CC2(CC1)C1=NC=C(C=N1)F